C(CCCCC)C(CO)CCCCCCC 2-hexyl-nonanol